6-(6-methylpyridazin-4-yl)-N-((R)-1-phenylethyl)-2,3,4,9-tetrahydro-1H-carbazol-1-amine CC1=CC(=CN=N1)C=1C=C2C=3CCCC(C3NC2=CC1)N[C@H](C)C1=CC=CC=C1